4-methyl-5-oxazolecarboxamide CC=1N=COC1C(=O)N